(1R,4R)-5-((R)-8-((4-(difluoromethoxy)phenyl)sulfonyl)-8-azaspiro[4.5]dec-2-yl)-2-oxa-5-azabicyclo[2.2.1]heptane FC(OC1=CC=C(C=C1)S(=O)(=O)N1CCC2(CC[C@H](C2)N2[C@H]3CO[C@@H](C2)C3)CC1)F